(R)-5-((2aS,4S,6aS,6bS,8aS,8bS,9aS,10aS,10bR)-4-ethyl-4-hydroxy-6a,8a-dimethyloctadecahydrocyclopropa[3,4]cyclopenta[1,2-a]phenanthren-8b-yl)hexan-2-one C(C)[C@]1(C2C3CC[C@@]4([C@@]([C@@]3(CC[C@@H]2CCC1)[C@@H](CCC(C)=O)C)(CC1[C@@H]4C1)C)C)O